N-isopropyl-2-(4-(4-isopropyl-5-(8-methyl-[1,2,4]triazolo[1,5-a]pyridin-6-yl)-1H-pyrazol-3-yl)phenyl)propan-2-amine C(C)(C)NC(C)(C)C1=CC=C(C=C1)C1=NNC(=C1C(C)C)C=1C=C(C=2N(C1)N=CN2)C